5-(5-methyl-1H-pyrazol-4-yl)-N-(4-((3-phenylpyrrolidin-1-yl)methyl)pyridin-2-yl)thiazolo[5,4-b]pyridin-2-amine CC1=C(C=NN1)C1=CC=C2C(=N1)SC(=N2)NC2=NC=CC(=C2)CN2CC(CC2)C2=CC=CC=C2